(1s,4s)-4-(8-(3-chloro-2-fluorophenylamino)-2-(4-methyltetrahydro-2H-pyran-4-ylamino)-9H-purin-9-yl)cyclohexanecarboxamide ClC=1C(=C(C=CC1)NC=1N(C2=NC(=NC=C2N1)NC1(CCOCC1)C)C1CCC(CC1)C(=O)N)F